BrC1=CN=C(N1COCC[Si](C)(C)C)C(=O)OCC Ethyl 5-bromo-1-((2-(trimethylsilyl)ethoxy)methyl)-1H-imidazole-2-carboxylate